ClC(C1=NC(=NO1)C1=CC=C(CN(C=2C(C(C2NC=2N=COC2)=O)=O)C)C=C1)(F)F 3-((4-(5-(chlorodifluoromethyl)-1,2,4-oxadiazol-3-yl)benzyl)(methyl)amino)-4-(oxazol-4-ylamino)cyclobut-3-ene-1,2-dione